2-{[7-amino-4-(1-methyl-1H-1,3-benzodiazol-6-yl)-1-oxo-2,3-dihydro-1H-isoindol-2-yl]methyl}prop-2-enenitrile NC=1C=CC(=C2CN(C(C12)=O)CC(C#N)=C)C=1C=CC2=C(N(C=N2)C)C1